FC(CN1N=CC=2C1=NC(=CN2)N2CC1(CC(N(C1)C1=NC(=CC=C1)C(F)(F)F)=O)CCC2)F 7-[1-(2,2-difluoroethyl)-1H-pyrazolo[3,4-b]pyrazin-6-yl]-2-[6-(trifluoromethyl)pyridin-2-yl]-2,7-diazaspiro[4.5]decan-3-one